N-(4-((7-(1-ethylazetidin-3-yl)-5,6,7,8-tetrahydropyrido[3,4-d]pyrimidin-4-yl)oxy)-3-fluorophenyl)-3-(4-fluorophenyl)-1-isopropyl-2,4-dioxo-1,2,3,4-tetrahydropyrimidine-5-carboxamide C(C)N1CC(C1)N1CC=2N=CN=C(C2CC1)OC1=C(C=C(C=C1)NC(=O)C=1C(N(C(N(C1)C(C)C)=O)C1=CC=C(C=C1)F)=O)F